4-(cyclohexylamino)-N-methyl-3-(2-(1-(methylsulfonyl)piperidin-3-yl)-2H-tetrazol-5-yl)benzenesulfonamide C1(CCCCC1)NC1=C(C=C(C=C1)S(=O)(=O)NC)C=1N=NN(N1)C1CN(CCC1)S(=O)(=O)C